CN(C1=C2C=CC=C(C2=CC=C1)S(=O)(=O)NC=1C=C(C=CC1)C=1C(=NC(=NC1)NCCOCCOCCOCCO)N1C(C(CC1)C1=CC=CC=C1)C(=O)OC)C methyl 1-(5-[3-[5-(dimethylamino)naphthalene-1-sulfonamido]phenyl]-2-(12-hydroxy-4,7,10-trioxa-1-azadodecan-1-yl)pyrimidin-4-yl)-3-phenylpyrrolidine-2-carboxylate